C(C)(=O)[C@@](C(=O)Cl)(O)[C@](O)([C@H](O)C(O)C(C)=O)C(C)=O 2,3,5-triacetyl-1-chlororibose